N1=CN=C2NC=NC2=C1C=1C(=NC=CC1)NC=1C=C(C=CC1C)NC(CN1CC(CCC1)C(F)(F)F)=O N-(3-((3-(9H-purin-6-yl)pyridin-2-yl)amino)-4-methylphenyl)-2-(3-(trifluoromethyl)piperidin-1-yl)acetamide